C(C)(C)(C)OC(=O)N1CCC(CC1)C=1C(=CC2=C(C(C=3NC4=CC(=CC=C4C3C2)Br)(C)C)C1)CC 4-(3-bromo-9-ethyl-6,6-dimethyl-6,11-dihydro-5H-benzo[b]carbazol-8-yl)piperidine-1-carboxylic acid tert-butyl ester